Cl.OC1CC(C1)NC(OC(C)(C)C)=O tert-butyl (3-hydroxycyclobutyl)carbamate hydrochloride